ClC=1N=C(C2=C(N1)C=CS2)NC=2N=CN(C2)C2=CC(=C(C(=C2)OC)OC)OC 2-chloro-N-(1-(3,4,5-trimethoxyphenyl)-1H-imidazol-4-yl)thieno[3,2-d]pyrimidin-4-amine